BrC=1C=C(C=CC1Br)NC(=O)N[C@@H](C)C1=NC=CN=C1C1=NC=CC=N1 1-(3,4-dibromophenyl)-3-[(1S)-1-(3-pyrimidin-2-ylpyrazin-2-yl)ethyl]urea